FC1=C(C(=CC=C1C1=CC(=NO1)C1=CC=CC=C1)O)N1CC(NS1(=O)=O)=O 5-(2-fluoro-6-hydroxy-3-(3-phenylisoxazol-5-yl)phenyl)-1,2,5-thiadiazolidin-3-one 1,1-dioxide